S(=O)(=O)(ON1[C@@H]2CC[C@H](N(C1=O)C2)C(NCCNC(C)=O)=N)[O-].[Na+] Sodium (2S,5R)-2-(N-(2-acetamidoethyl) carbamimidoyl)-7-oxo-1,6-diazabicyclo[3.2.1]octan-6-yl sulfate